ClC=1N=C(C2=C(N1)C(=CO2)C)SC 2-chloro-7-methyl-4-methylsulfanyl-furo[3,2-d]pyrimidine